1-Methyl-2-butylpyridinium acetat C(C)(=O)[O-].C[N+]1=C(C=CC=C1)CCCC